C(C)(=O)OCC1=CC=C(C=N1)C1(CN(CC1)C(=O)OC(C)(C)C)O tert-Butyl 3-(6-(acetoxymethyl)pyridin-3-yl)-3-hydroxypyrrolidine-1-carboxylate